N2-(2,4-dimethoxybenzyl)-8-fluoro-4-iminoquinazoline-2,3(4H)-diamine COC1=C(CNC2=NC3=C(C=CC=C3C(N2N)=N)F)C=CC(=C1)OC